5-(1,6-dimethyl-1H-pyrazolo[3,4-b]pyridin-4-yl)-3-methyl-1-((4-(pyrrolidin-1-yl)bicyclo[2.2.2]oct-1-yl)methyl)-4,5,6,7-tetrahydro-1H-pyrazolo[4,3-c]pyridine CN1N=CC=2C1=NC(=CC2N2CC1=C(CC2)N(N=C1C)CC12CCC(CC1)(CC2)N2CCCC2)C